FC1=C(C(=C(C(=C1[B-](C1=C(C(=C(C(=C1F)F)F)F)F)(C1=C(C(=C(C(=C1F)F)F)F)F)C1=C(C(=C(C(=C1F)F)F)F)F)F)F)F)F.C1(=C(C=CC=C1)S[IH+])C tolylthioiodonium tetrakis(pentafluorophenyl)borate